(S)-1-((5-((4-(3-((2-(1-hydroxyethyl)-1H-imidazol-1-yl)methyl)isoxazole-5-yl)phenyl)ethynyl)pyridin-2-yl)methyl)azetidin-3-ol O[C@@H](C)C=1N(C=CN1)CC1=NOC(=C1)C1=CC=C(C=C1)C#CC=1C=CC(=NC1)CN1CC(C1)O